ClC1=CC(=C(C=C1)C(CC(C#N)=C)O)C=1C=NNC1 4-(4-chloro-2-(1H-pyrazol-4-yl)phenyl)-4-hydroxy-2-methylenebutanenitrile